tert-butyl 2-((3-((4-cyano-2-methoxyphenyl)sulfonamido)-4-methoxybenzo[d]isoxazol-6-yl)methyl)-2,6-dihydropyrrolo[3,4-c]pyrazole-5(4H)-carboxylate C(#N)C1=CC(=C(C=C1)S(=O)(=O)NC1=NOC2=C1C(=CC(=C2)CN2N=C1C(=C2)CN(C1)C(=O)OC(C)(C)C)OC)OC